ClC=1N=C(N2C(=NC(=C(C2=O)C)C)C1)C1=C(C=C(C=C1)F)F 8-chloro-6-(2,4-difluorophenyl)-2,3-dimethyl-4H-pyrimido[1,6-a]pyrimidin-4-one